(2R,3R)-5,7-dihydroxy-2-(3,4,5-trihydroxyphenyl)chroman-3-yl 3,4-difluorobenzoate FC=1C=C(C(=O)O[C@H]2[C@H](OC3=CC(=CC(=C3C2)O)O)C2=CC(=C(C(=C2)O)O)O)C=CC1F